ethyl 15-chloro-9-(phenoxymethyl)-2,4,8,10,11-pentaazatetracyclo[11.4.0.02,6.08,12]heptadeca-1(17),3,5,9,11,13,15-heptaene-5-carboxylate ClC=1C=C2C3=NN=C(N3CC3=C(N=CN3C2=CC1)C(=O)OCC)COC1=CC=CC=C1